COC(C(CC(C(=O)OC)C1=C(C=CC=C1)COC1=NC(=CC=C1)C(F)(F)F)C1=C(C=CC=C1)COC1=NC(=CC=C1)C(F)(F)F)=O 2,4-bis[2-(6-trifluoromethyl-pyridine-2-oxymethyl)phenyl]glutaric acid dimethyl ester